(4-((1H-1,2,4-triazol-1-yl)sulfonyl)phenyl)(4-((2-methoxyphenyl)amino)-piperidin-1-yl)methanone N1(N=CN=C1)S(=O)(=O)C1=CC=C(C=C1)C(=O)N1CCC(CC1)NC1=C(C=CC=C1)OC